10,17-bis{[tert-butyl(dimethyl)silyl]oxy}docosa-4,7,11,13,15,19-hexaenoate [Si](C)(C)(C(C)(C)C)OC(CC=CCC=CCCC(=O)[O-])C=CC=CC=CC(CC=CCC)O[Si](C)(C)C(C)(C)C